6-amino-2-chloropyrimidin NC1=CC=NC(=N1)Cl